9,9',9''-(6-(3,6-diphenyl-9H-carbazol-9-yl)-2',6'-diphenyl-[4,4'-bipyridine]-2,3,5-triyl)tris(9H-carbazole) C1(=CC=CC=C1)C=1C=CC=2N(C3=CC=C(C=C3C2C1)C1=CC=CC=C1)C1=C(C(=C(C(=N1)N1C2=CC=CC=C2C=2C=CC=CC12)N1C2=CC=CC=C2C=2C=CC=CC12)C1=CC(=NC(=C1)C1=CC=CC=C1)C1=CC=CC=C1)N1C2=CC=CC=C2C=2C=CC=CC12